ClC1N(SCC1=O)C Chloro-2-methyl-4-isothiazolon